C(C=CCC)(=O)N penteneamide